(5E)-2-heptyldec-5-enoic acid C(CCCCCC)C(C(=O)O)CC\C=C\CCCC